N[C@@H]1C2=CC=CC=C2CC12CCN(CC2)C=2N=CC(=NC2CO)C#CCOC2=CC=C(C=N2)O (S)-6-((3-(5-(1-Amino-1,3-dihydrospiro[indene-2,4'-piperidin]-1'-yl)-6-(hydroxymethyl)Pyrazin-2-yl)prop-2-yn-1-yl)oxy)pyridin-3-ol